(3R)-N-cyclobutyl-4-[cyclohexyl(methyl)amino]-3-({1-cyclopentyl-5-[2-(trifluoromethyl)phenyl]-1H-pyrazol-3-yl}formamido)butanamide C1(CCC1)NC(C[C@H](CN(C)C1CCCCC1)NC(=O)C1=NN(C(=C1)C1=C(C=CC=C1)C(F)(F)F)C1CCCC1)=O